FC1=C(C=CC=C1)C([2H])([2H])NC([C@H](C)NC(C(C(C(=O)O)([2H])[2H])([2H])[2H])=O)=O (S)-4-((1-(((2-fluorophenyl)methyl-d2)amino)-1-oxopropan-2-yl)amino)-4-oxobutanoic acid-2,2,3,3-d4